(5S)-2-(3-methyl-1,2-thiazol-4-yl)-5-phenyl-2,5,6,7-tetrahydro-3H-pyrrolo[2,1-c][1,2,4]triazol-3-one CC1=NSC=C1N1N=C2N(C1=O)[C@@H](CC2)C2=CC=CC=C2